C1(=CC=CC=C1)N1N=[N+](C(=N1)C1=CC=CC=C1)C(=O)N 3,5-diphenyltetrazoliumamide